benzyl-N-((1r,4r)-4-hydroxy-4-(trifluoromethyl)cyclohexyl)-2-oxa-5-azaspiro[3.5]nonane-8-carboxamide C(C1=CC=CC=C1)C1OCC12NCCC(C2)C(=O)NC2CCC(CC2)(C(F)(F)F)O